ClC1=C(C=CC=C1)NC(=O)C1=CC=C(NC2=NC(=NC=C2F)NC2=CC=C(C(=O)O)C=C2)C=C1 4-[[4-[4-[(2-chlorophenyl)carbamoyl]anilino]-5-fluoro-pyrimidin-2-yl]amino]benzoic acid